OB(C=1C=C(OCC=2C=C(C#N)C=CC2)C=CC1)O 3-[3-(DIHYDROXYBORANYL)PHENOXYMETHYL]BENZONITRILE